5-(9-((4-(4'-bromo-5'-oxo-5'H-spiro[cyclohexane-1,7'-indolo[1,2-a]quinazolin]-9'-yl)piperidin-1-yl)methyl)-3-azaspiro[5.5]undecan-3-yl)-2-(2,6-dioxopiperidin-3-yl)isoindoline-1,3-dione BrC=1C=2C(N=C3N(C2C=CC1)C1=CC=C(C=C1C31CCCCC1)C1CCN(CC1)CC1CCC3(CCN(CC3)C=3C=C2C(N(C(C2=CC3)=O)C3C(NC(CC3)=O)=O)=O)CC1)=O